(9H-fluoren-9-yl)methyl-4-((3-(4-(2,6-dioxopiperidin-3-yl)benzoyl)-3-azaspiro[5.5]undecan-9-yl)methyl)piperazine-1-carboxylate C1=CC=CC=2C3=CC=CC=C3C(C12)COC(=O)N1CCN(CC1)CC1CCC2(CCN(CC2)C(C2=CC=C(C=C2)C2C(NC(CC2)=O)=O)=O)CC1